N1=CN=C(C=C1)N1CCC(CC1)CCNS(=O)(=O)N N-(2-(1-(pyrimidin-4-yl)piperidin-4-yl)ethyl)sulfamide